C12CN(CC(N1)C2)C=2OC1=C(N2)C(=C(C=C1C=1N=CSC1)C(C)(C)O)OC(F)(F)F 2-(2-(3,6-diazabicyclo[3.1.1]heptan-3-yl)-7-(thiazol-4-yl)-4-(trifluoromethoxy)benzo[d]oxazol-5-yl)propan-2-ol